1,3,5-tris(2-hydroxyethyl)s-triazinetrione tert-butyl-[(5R)-5-methyl-5,6-dihydropyrazolo[1,5-d]pyrido[3,2-f][1,4]oxazepin-10-yl]carbamate C(C)(C)(C)N(C(O)=O)C1=CC=2C=3N([C@@H](COC2N=C1)C)N=CC3.OCCN3C(N(C(N(C3=O)CCO)=O)CCO)=O